4-(5-(7-(1-Methyl-1H-pyrazol-4-yl)quinazolin-5-yl)pyridin-2-yl)piperazine-1-carboxylic acid tert-butyl ester C(C)(C)(C)OC(=O)N1CCN(CC1)C1=NC=C(C=C1)C1=C2C=NC=NC2=CC(=C1)C=1C=NN(C1)C